COC1=C(OC2=C(C=C(C(=C2C1=O)OC)OC)OC)C1=CC=C(C=C1)OC 3,4',5,6,8-Pentamethoxyflavone